3-Bromo-6-chloro-5,7-dimethylpyrazolo[1,5-a]pyrimidine BrC=1C=NN2C1N=C(C(=C2C)Cl)C